N2-(4,6-diamino-1,3,5-triazine-2-yl)-1,3,5-triazine-2,4,6-triamine NC1=NC(=NC(=N1)N)NC1=NC(=NC(=N1)N)N